C(C)OC(=O)C=1[C@@H](N=C(NC1CBr)C=1SC=CN1)C1=C(C=C(C=C1)F)Br (R)-4-(2-Bromo-4-fluorophenyl)-6-(bromomethyl)-2-(thiazol-2-yl)-1,4-dihydropyrimidine-5-carboxylic acid ethyl ester